CN(C(CCCCCCCCC)CCCCCCCCC\C=C/CC=CCCC)C (20Z)-N,N-dimethylheptacosan-20,23-dien-10-amine